C[Si](CCOCN1C=NC2=C1C=CC=C2N)(C)C 1-(2-trimethylsilylethoxymethyl)benzimidazol-4-amine